6-fluoro-2-methyl-3-(4-(trifluoromethyl)benzyl)naphthalene-1,4-dione FC=1C=C2C(C(=C(C(C2=CC1)=O)C)CC1=CC=C(C=C1)C(F)(F)F)=O